N1=C2N(CC=C1)C=NC=C2 pyrimido[1,6-a]pyrimidin